C(C=C)(=O)N1C2(COCC1)COC1=C2C=C(C=C1C=1C=CC(=C(C(=O)N)C1)F)Cl 5-(4'-acryloyl-5-chloro-2H-spiro[benzofuran-3,3'-morpholin]-7-yl)-2-fluorobenzamide